COC1=CC=CC(=N1)N1N=CC(=C1)C(C(=O)OC)C methyl 2-[1-(6-methoxypyridin-2-yl)pyrazol-4-yl]propanoate